4-(tert-butyl) 1-((9Z,27Z)-hexatriaconta-9,27-dien-18-yl) (((9H-fluoren-9-yl)methoxy)carbonyl)aspartate C1=CC=CC=2C3=CC=CC=C3C(C12)COC(=O)N[C@@H](CC(=O)OC(C)(C)C)C(=O)OC(CCCCCCC\C=C/CCCCCCCC)CCCCCCCC\C=C/CCCCCCCC